[ethyl(methyl)amino]-5-nitropyrimidin C(C)N(C)C1=NC=C(C=N1)[N+](=O)[O-]